O=C1NC(CCC1C1=C(C=C(C2=C1CCO2)N2CC(C2)OC(NC2=C(C=CC(=C2)OC(F)(F)F)F)=O)F)=O (2-fluoro-5-(trifluoromethoxy)phenyl)carbamic acid 1-(4-(2,6-dioxopiperidin-3-yl)-5-fluoro-2,3-dihydrobenzofuran-7-yl)azetidin-3-yl ester